(1S,3R,4S,5R)-3-((5-chloro-4-(4-fluoro-2-(2-hydroxypropan-2-yl)-1-isopropyl-7-methoxy-1H-benzo[d]imidazol-6-yl)pyrimidin-2-yl)amino)-6,8-dioxabicyclo[3.2.1]octan-4-ol ClC=1C(=NC(=NC1)N[C@@H]1C[C@H]2CO[C@@H]([C@H]1O)O2)C=2C=C(C1=C(N(C(=N1)C(C)(C)O)C(C)C)C2OC)F